(S)-N-(8-fluoro-2-methylimidazo[1,2-a]pyridin-6-yl)-4-(3-methylpiperazin-1-yl)-2,3-dihydro-1H-pyrrolo[2,3-b]pyridine-1-carboxamide FC=1C=2N(C=C(C1)NC(=O)N1CCC=3C1=NC=CC3N3C[C@@H](NCC3)C)C=C(N2)C